N-hexyl-1-(7H-pyrrolo[2,3-d]pyrimidin-4-yl)piperidin-4-amine C(CCCCC)NC1CCN(CC1)C=1C2=C(N=CN1)NC=C2